C1(CC1)COC=1C=C(C=CC1OC)/C(/CN1C(=CC(C=C1C)=O)C)=N/O (Z)-1-(2-(3-cyclopropylmethoxy-4-methoxyphenyl)-2-(hydroxyimino)ethyl)-2,6-dimethylpyridin-4(1H)-one